BrC1=CC(=C(C=C1)N1CCN(CC1)C(=O)OC(C)(C)C)CN(C)C tert-butyl 4-(4-bromo-2-((dimethylamino)methyl)phenyl)piperazine-1-carboxylate